(1S,3S,5R)-2-(2-(3-acetyl-5-(2-methylpyrimidin-5-yl)-1H-indazol-1-yl)acetyl)-N-(6-bromopyridin-2-yl)-5-(methoxymethyl)-2-azabicyclo[3.1.0]hexane-3-Formamide C(C)(=O)C1=NN(C2=CC=C(C=C12)C=1C=NC(=NC1)C)CC(=O)N1[C@H]2C[C@]2(C[C@H]1C(=O)NC1=NC(=CC=C1)Br)COC